NC1=CC=2C(=NC=CC2NC2=CC=C(C=C2)OC2=NC=CC=C2)S1 amino-4-((4-(pyridin-2-yloxy)phenyl)amino)thieno[2,3-b]Pyridine